Deoxy-2'-fluorothymidine FC1[C@@H](O[C@@H](C1)CO)N1C(=O)NC(=O)C(C)=C1